methylphosphonic acid hydrochloride Cl.CP(O)(O)=O